(S)-1-(6-(2-acryloyl-2,6-diazaspiro[3.4]octan-6-yl)-5-cyanopyrimidin-4-yl)pyrrolidine-2-carboxamide C(C=C)(=O)N1CC2(C1)CN(CC2)C2=C(C(=NC=N2)N2[C@@H](CCC2)C(=O)N)C#N